4-iodo-2,5-dimethoxy-N-(2-methoxybenzyl)phenethylamine IC1=CC(=C(CCNCC2=C(C=CC=C2)OC)C=C1OC)OC